2-(4-((S)-2-(3,3-dimethylpyrrolidin-1-yl)propoxy)phenyl)-3-(3-hydroxyphenyl)-4-methyl-2H-benzopyran-6-ol CC1(CN(CC1)[C@H](COC1=CC=C(C=C1)C1OC2=C(C(=C1C1=CC(=CC=C1)O)C)C=C(C=C2)O)C)C